NC1=CC=C(C=C1)C=1C=CC=2C=3C=C4C(=CC3C(C2C1)=O)C1=CC=C(C=C1C4=O)C4=CC=C(C=C4)N 2,8-bis(4-aminophenyl)indeno[1,2-b]fluorene-6,12-dione